OC1CC2=C(CC3=C1SC=C3)C=CC=C2 10-hydroxy-9,10-dihydro-4H-benzo[4,5]cyclohept[1,2-b]thiophen